ClC1=CC=C(C=C1)C=1C=2N(C=3C=CC=CC3N1)C1=CC=CC=C1C2 6-(4-chlorophenyl)indolo[1,2-a]quinoxaline